[N].C(C=C)(=O)O acrylic acid nitrogen